cis-2,3-epoxybutane C[C@@H]1[C@@H](O1)C